4-[(2,4-dichloro-5-methoxyphenyl)amino]-7-[(1-ethylpiperidin-4-yl)methoxy]-6-methoxyquinoline-3-carbonitrile ClC1=C(C=C(C(=C1)Cl)OC)NC1=C(C=NC2=CC(=C(C=C12)OC)OCC1CCN(CC1)CC)C#N